(2S,3R,4R,5S,6R)-2-(3-chloro-4-(4-ethoxyphenoxy)phenyl)-6-(hydroxymethyl)tetrahydro-2H-pyran-3,4,5-triol ClC=1C=C(C=CC1OC1=CC=C(C=C1)OCC)[C@@H]1O[C@@H]([C@H]([C@@H]([C@H]1O)O)O)CO